6-{[5-(4-chlorobenzamido)-2-[(4-chlorophenyl)methyl]-3-oxo-1,2,4-thiadiazolidin-4-yl]methoxy}-6-oxohexane-1,5-bis(aminium) di-trifluoroacetate FC(C(=O)[O-])(F)F.FC(C(=O)[O-])(F)F.ClC1=CC=C(C(=O)NC2N(C(N(S2)CC2=CC=C(C=C2)Cl)=O)COC(C(CCCC[NH3+])[NH3+])=O)C=C1